COC1=NC(=NN2C1=C(C=C2)C=2C=C1C=CC=NC1=CC2)NC2CC(C2)(C)N(C(C)=O)C N-((1s,3s)-3-((4-methoxy-5-(quinolin-6-yl)pyrrolo[2,1-f][1,2,4]triazin-2-yl)amino)-1-methylcyclobutyl)-N-methylacetamide